FC(OC[C@@H]1C[C@@H](CN1)OC1=NC=C(C=C1)N1N=CC=N1)F 2-(((3S,5S)-5-((difluoromethoxy)methyl)pyrrolidin-3-yl)oxy)-5-(2H-1,2,3-triazol-2-yl)pyridine